C(C=C)(=O)OC12CCCCCC(CCC1)C2 bicyclo[5.3.1]undecanyl acrylate